C(C1=CC=CC=C1)(=O)O[C@@H]1C=C[C@@H](C1)OCC1=CC=CC=C1 (1S,4R)-4-(benzyloxy)cyclopent-2-en-1-yl benzoate